2-amino-5-bromo-3-Fluorobenzonitrile NC1=C(C#N)C=C(C=C1F)Br